NCCCCNC(C(=O)N[C@@H](C(=O)N1CCC2(CC1)CN(C1=CC=CC=C12)S(=O)(=O)C)COCC1=CC=CC=C1)(C)C (R)-4-amino-N-(1-((3-(benzoxy)-1-(1-(methansulfonyl)spiro[indolin-3,4'-piperidin]-1'-yl)-1-oxopropan-2-yl)amino)-2-methyl-1-oxopropan-2-yl)butyl-Amine